COC(=O)C=1C=C2C(=NC1)N(N=C2)COCC[Si](C)(C)C 1-((2-(trimethylsilyl)ethoxy)methyl)-1H-pyrazolo[3,4-b]pyridine-5-carboxylic acid methyl ester